N-[(R)-2,2,2-trifluoro-1-methylethyl]-5-(3-chloro-4-fluorophenyl)-4-(1,7-diaza-7-spiro[4.4]nonyl)nicotinamide FC([C@@H](C)NC(C1=CN=CC(=C1N1CC2(CCCN2)CC1)C1=CC(=C(C=C1)F)Cl)=O)(F)F